2-((2-((4-(((4-(2-aminoethyl)pyrimidin-2-yl)amino)methyl)phenyl)amino)-5-(trifluoromethyl)pyrimidine-4-yl)amino)-N-methylbenzamide NCCC1=NC(=NC=C1)NCC1=CC=C(C=C1)NC1=NC=C(C(=N1)NC1=C(C(=O)NC)C=CC=C1)C(F)(F)F